N-[(2R)-1-(1H-1,2,3-triazol-1-yl)propan-2-yl]carbamic acid tert-butyl ester C(C)(C)(C)OC(N[C@@H](CN1N=NC=C1)C)=O